tert-butyl (2-cyanopyridin-3-yl)carbamate C(#N)C1=NC=CC=C1NC(OC(C)(C)C)=O